1-Spiro[3.3]hept-2-yl-3-{1-[3-(2,2,2-trifluoro-1-methyl-ethoxy)-phenyl]-cyclopropyl}-urea C1C(CC12CCC2)NC(=O)NC2(CC2)C2=CC(=CC=C2)OC(C(F)(F)F)C